4-(((2Z)-5-(2,4-dichlorobenzylidene)-4-oxo-3-phenylthiazolidin-2-ylidene)amino)benzenesulphonamide ClC1=C(C=C2C(N(/C(/S2)=N/C2=CC=C(C=C2)S(=O)(=O)N)C2=CC=CC=C2)=O)C=CC(=C1)Cl